1-[4-[bis[(4-methoxyphenyl)methyl]amino]-2-(2-methoxy-4-pyridyl)oxazol-5-yl]-2-bromo-pentane-1,3-dione COC1=CC=C(C=C1)CN(C=1N=C(OC1C(C(C(CC)=O)Br)=O)C1=CC(=NC=C1)OC)CC1=CC=C(C=C1)OC